[N+](=O)([O-])C1=CC=C(OC2CN(C2)C(=O)OC(C)(C)C)C=C1 tert-Butyl 3-(4-nitrophenoxy)azetidine-1-carboxylate